N-[4-chloro-2-[[(1S)-3-(cyclopropylamino)-1-[[(3S,5R)-5-methyl-2-oxo-pyrrolidin-3-yl]methyl]-2,3-dioxo-propyl]carbamoyl]phenyl]-3-fluoro-bicyclo[1.1.1]pentane-1-carboxamide ClC1=CC(=C(C=C1)NC(=O)C12CC(C1)(C2)F)C(N[C@H](C(C(=O)NC2CC2)=O)C[C@H]2C(N[C@@H](C2)C)=O)=O